acryloyloxyhexyl-triethoxysilane C(C=C)(=O)OCCCCCC[Si](OCC)(OCC)OCC